6-((1R,5S,6r)-6-(((6-(trifluoromethyl)pyridin-2-yl)oxy)methyl)-3-azabicyclo[3.1.0]hexane-3-carbonyl)pyrazine-2-carbohydrazide FC(C1=CC=CC(=N1)OCC1[C@H]2CN(C[C@@H]12)C(=O)C1=CN=CC(=N1)C(=O)NN)(F)F